C1(CCCC1)C=1C=C2C(N(C(C2=CC1)=O)CC1=CC2=C(NC(O2)=O)C=C1)C 6-((5-cyclopentyl-3-methyl-1-oxoisoindolin-2-yl)methyl)benzo[d]oxazol-2(3H)-one